C(C)C1(COC1)COC1=CC=CC=C1 3-ethyl-3-phenoxymethyloxetane